C1(=CC=CC=C1)N1C(=NC(=C1)C(=O)OCC)C(F)(F)F ethyl 1-phenyl-2-(trifluoromethyl)-1H-imidazole-4-carboxylate